4-(2-aza-spiro[3.3]heptane-2-yl)-2-butenamide C1N(CC12CCC2)CC=CC(=O)N